C(C1=CC=CC=C1)OC(=O)N[C@H](C)C1=CC=C2C(=N1)N(C(=C2)C=2N=C1N(C=CC(=C1)C(=O)OC(C)C)C2C2CC2)COCC[Si](C)(C)C isopropyl (R)-2-(6-(1-(((benzyloxy)carbonyl)amino)ethyl)-1-((2-(trimethylsilyl)ethoxy)methyl)-1H-pyrrolo[2,3-b]pyridin-2-yl)-3-cyclopropylimidazo[1,2-a]pyridine-7-carboxylate